benzyl 4-[[1-(3-methoxy-4-tetrahydropyran-2-yloxy-phenyl)azetidin-3-yl]methyl]piperidine-1-carboxylate COC=1C=C(C=CC1OC1OCCCC1)N1CC(C1)CC1CCN(CC1)C(=O)OCC1=CC=CC=C1